2,5-Dihydrooxepin O1CC=CCC=C1